C1(CCC1)C1=CC=CC(=N1)C1=CC(=C(C(=C1)F)N1CCC(CC1)CCC(=O)O)F 3-{1-[4-(6-cyclobutyl-pyridin-2-yl)-2,6-difluoro-phenyl]-piperidin-4-yl}-propionic acid